4,4'-dihydroxy-3,3',5,5'-tetra-t-butylbiphenyl OC1=C(C=C(C=C1C(C)(C)C)C1=CC(=C(C(=C1)C(C)(C)C)O)C(C)(C)C)C(C)(C)C